COC1=CC=C(C(=N1)C)NC(C1=CC(=NC=C1NC1=C(C=C(C=C1)OC(F)(F)F)C)C(F)(F)F)=O N-(6-methoxy-2-methylpyridin-3-yl)-5-((2-methyl-4-(trifluoromethoxy)phenyl)amino)-2-(trifluoromethyl)isonicotinamide